ClC1=CC=C(C=C1)C=1C=C(C(N(N1)C=1C=NN(C1)C)=O)C(=O)N[C@H]1[C@H](CCCC1)O 6-(4-chlorophenyl)-N-[(cis)-2-hydroxycyclohexyl]-2-(1-methyl-1H-pyrazol-4-yl)-3-oxo-2,3-dihydropyridazine-4-carboxamide